D-alaninamid N[C@H](C)C(=O)N